[2H]C(CCF)(O)[2H] 1,1-dideuterio-3-fluoro-propan-1-ol